(3r,4r)-N-(benzo[d]thiazol-5-yl)-4-methyl-1-((3-methyl-2,3-dihydrobenzofuran-5-yl)sulfonyl)pyrrolidine-3-carboxamide S1C=NC2=C1C=CC(=C2)NC(=O)[C@H]2CN(C[C@@H]2C)S(=O)(=O)C=2C=CC1=C(C(CO1)C)C2